3-(methylamino)-2-butanol CNC(C(C)O)C